ethyl 3-bromo-2-oxopropanoate BrCC(C(=O)OCC)=O